C(C)(C)(C)OC(=O)NC=1C=C(N(C1)C)C(=O)NCCC(=O)NC=1N=C(N(C1)C)C(=O)O 4-[3-({4-[(tert-butoxycarbonyl)amino]-1-methylpyrrol-2-yl}formamido)propanamido]-1-methylimidazole-2-carboxylic acid